BrC1=CC=C2C/C(/C(C2=C1)=O)=C/N(C)C (Z)-6-bromo-2-((dimethylamino)methylene)-2,3-dihydro-1H-inden-1-one